BrCC=1C=C(C=CC1F)N1CCOCC1 4-(3-(bromomethyl)-4-fluorophenyl)morpholine